7-chloro-1-(4-fluoro-1,3-thiazol-2-yl)-5-methyl-4-oxo-1,4-dihydro-1,8-naphthyridine-3-carboxylic acid ethyl ester C(C)OC(=O)C1=CN(C2=NC(=CC(=C2C1=O)C)Cl)C=1SC=C(N1)F